(S)-N-benzyl-N-((R)-1,1-dioxidotetrahydrothiophen-3-yl)-1-tosylpyrrolidine-2-carboxamide C(C1=CC=CC=C1)N(C(=O)[C@H]1N(CCC1)S(=O)(=O)C1=CC=C(C)C=C1)[C@H]1CS(CC1)(=O)=O